FC1=CC=C(C=C1)C1=NN=C(O1)NC=1NC=2C(=NC(=CC2)OC)N1 5-(4-Fluorophenyl)-N-(5-methoxy-1H-imidazo[4,5-b]pyridin-2-yl)-1,3,4-oxadiazol-2-amine